thiol-maleamide S1C(=CC=C1)/C(=C/C(=O)N)/C(=O)N